C(C)OC(C=CCCC=CCC)OCC 2,6-Nonadienal diethyl acetal